BrC1=C(C=C2C(=NC(=NC2=C1Cl)O)O)I 7-bromo-8-chloro-6-iodo-quinazoline-2,4-diol